[N+](=O)([O-])C1=NN(C=C1C=1C=C2CCNC(C2=CC1)=O)C=1C=CC(=C(C1)NC(C=C)=O)OC(F)(F)F N-(5-(3-nitro-4-(1-oxo-1,2,3,4-tetrahydroisoquinolin-6-yl)-1H-pyrazol-1-yl)-2-(trifluoromethoxy)phenyl)acrylamide